C(C1=CC=CC=C1)OC1=CC=C(C=C1)C=1CCCN(CC1)C(=O)OC(C)(C)C tert-butyl 5-(4-(benzyloxy) phenyl)-2,3,4,7-tetrahydro-1H-azepine-1-carboxylate